N-(isothiazol-3-yl)-6-methylpyridine-2-sulfonamide trifluoroacetate salt FC(C(=O)O)(F)F.S1N=C(C=C1)NS(=O)(=O)C1=NC(=CC=C1)C